N-(3-fluoro-5-methyl-4-((2-(piperidin-1-yl)pyrimidin-5-yl)oxy)phenyl)-3-methoxycyclobutane-1-carboxamide FC=1C=C(C=C(C1OC=1C=NC(=NC1)N1CCCCC1)C)NC(=O)C1CC(C1)OC